FC(CN1C(N(C2=NC=C(C(=C21)C)C2=C(C=CC=C2)C)[C@H](CS(=O)(=O)C)C2=NC(=C(C=C2)OC(C)C)OCC)=O)F (S)-1-(2,2-difluoroethyl)-3-(1-(6-ethoxy-5-isopropoxypyridin-2-yl)-2-(methylsulfonyl)ethyl)-7-methyl-6-(o-methylphenyl)-1H-imidazo[4,5-b]pyridin-2(3H)-one